[N+3].P(=O)([O-])([O-])[O-] phosphate compound with nitrogen